(1s,4s)-4-{5-[(1,1-dioxo-2,3-dihydro-1λ6-benzothiophen-6-yl)amino]-2-(2-methylprop-2-yl)pyrazol-3-yl}cyclohexyl [(4-nitrophenyl)oxy]methanoate [N+](=O)([O-])C1=CC=C(C=C1)OC(=O)OC1CCC(CC1)C=1N(N=C(C1)NC1=CC2=C(CCS2(=O)=O)C=C1)C(C)(C)C